C(C=C)(=O)OCCN1CCCCC1 piperidylethyl acrylate